C(C)(C)(C)OC(=O)N1C[C@](CC1)(C1=C(C(=C(C=C1)C)Cl)Cl)N tert-butyl-(S)-3-amino-3-(2,3-dichloro-4-tolyl)-1-pyrrolidinecarboxylate